6-(2-amino-6-fluoro-5-(3-((methyl((tetrahydrofuran-2-yl)methyl)amino)methyl)-4-morpholinophenyl)pyridin-3-yl)-3,4-dihydroisoquinolin-1(2H)-one NC1=NC(=C(C=C1C=1C=C2CCNC(C2=CC1)=O)C1=CC(=C(C=C1)N1CCOCC1)CN(CC1OCCC1)C)F